FC=1C(=C(C=CC1F)[C@H]1[C@@H](O[C@]([C@H]1C)(C(F)(F)F)C)C=1NC2=CC=NC=C2C(C1OC)=O)OC 2-((2R,3S,4S,5R)-3-(3,4-Difluoro-2-methoxyphenyl)-4,5-dimethyl-5-(trifluoromethyl)tetrahydrofuran-2-yl)-3-methoxy-1,6-naphthyridin-4(1H)-one